ClC1=C(C=CC=C1Cl)N1C[C@H](N(CC1)CC[C@@H]1CC[C@H](CC1)NC(=O)NCC)C 1-(Trans-4-(2-((R)-4-(2,3-dichlorophenyl)-2-methylpiperazin-1-yl)ethyl)cyclohexyl)-3-ethylurea